FC(C1=CC(=NN1)CN(C(=O)NC1=CC(=C(C=C1)F)C(F)F)C1=CN=NC(=C1)OC)F 1-((5-(Difluoromethyl)-1H-pyrazol-3-yl)methyl)-3-(3-(difluoromethyl)-4-fluorophenyl)-1-(6-methoxypyridazin-4-yl)urea